1,12-difluoro-6-dodecene FCCCCCC=CCCCCCF